(E)-3-(4-chlorobenzyl)-2-(2-(pyridin-3-yl)vinyl)quinazoline ClC1=CC=C(CN2C(N=C3C=CC=CC3=C2)\C=C\C=2C=NC=CC2)C=C1